((2'-(6-(4-(2-methoxyethyl)piperazin-1-yl)-1,3-dihydro-2H-pyrrolo[3,4-c]pyridin-2-yl)-[2,4'-bipyrimidin]-4-yl)ethynyl)-1H-indazole trifluoroacetate FC(C(=O)O)(F)F.COCCN1CCN(CC1)C1=CC2=C(C=N1)CN(C2)C2=NC=CC(=N2)C2=NC=CC(=N2)C#CN2N=CC1=CC=CC=C21